cis-Benzyl (4-((oxetan-3-ylmethyl)(phenyl)amino)cyclohexyl)carbamate O1CC(C1)CN([C@H]1CC[C@H](CC1)NC(OCC1=CC=CC=C1)=O)C1=CC=CC=C1